1-(6-bromo-2-methylimidazo[1,2-a]pyridin-8-yl)-pyridin-4-one BrC=1C=C(C=2N(C1)C=C(N2)C)N2C=CC(C=C2)=O